C1(CC1)C1=NC=NC(=C1C1=NN(C2=C1CNCC2)C(F)F)OC 3-(4-cyclopropyl-6-methoxypyrimidin-5-yl)-1-(difluoromethyl)-4,5,6,7-tetrahydro-1H-pyrazolo[4,3-C]pyridine